C(C=1C(O)=CC=CC1)=NCC(C)N=CC=1C(O)=CC=CC1 N,N'-bis-salicylidene-1,2-propanediamine